NC1=C2N=CN(C2=NC=N1)C[C@@H](C)OCP(OCCCOCCCCCCCCCCCCCCC1CC1)(O)=O 3-((14-cyclopropyltetradecyl)oxy)propyl hydrogen ((((R)-1-(6-amino-9H-purin-9-yl)propan-2-yl)oxy)methyl)phosphonate